N,N-diisopropyl-chloroformamide C(C)(C)N(C(=O)Cl)C(C)C